1-[5-(5-chloro-2-methoxypyridin-4-yl)-1H-pyrazole-3-carbonyl]-N-[(4-methylpyridin-2-yl)methyl]piperidine-4-carboxamide ClC=1C(=CC(=NC1)OC)C1=CC(=NN1)C(=O)N1CCC(CC1)C(=O)NCC1=NC=CC(=C1)C